(3S,5R,8R,9S,10S,13R,14S,16S,17R)-14-hydroxy-10,13-dimethyl-17-(2-oxo-2H-pyran-5-yl)-3-(piperazine-1-carboxamido)hexadecahydro-1H-cyclopenta[a]phenanthren-16-yl acetate C(C)(=O)O[C@H]1C[C@@]2([C@@H]3CC[C@@H]4C[C@H](CC[C@@]4([C@H]3CC[C@@]2([C@H]1C=1C=CC(OC1)=O)C)C)NC(=O)N1CCNCC1)O